S1C=CC2=C1[C@@H](OCC2)CNC2CC2 (S)-N-((4,7-dihydro-5H-thieno[2,3-c]pyran-7-yl)methyl)cyclopropylamine